S(=O)(=O)(OC=1C(=NC(=NC1CC)N)N)O 2,4-Diamino-6-ethyl-5-pyrimidyl hydrogen sulphate